COCCN1C=NC=2C=CC3=C(N=C(S3)N3C(NC[C@H]3C#CC)=O)C21 |r| (RS)-1-[8-(2-methoxyethyl)-8H-imidazo[4',5':5,6]benz[1,2-d]thiazol-2-yl]-5-(prop-1-yn-1-yl)imidazolidin-2-one